ClC1=C(C(=O)NC2=CC=C(C=N2)C(=O)O)C=C(C=C1)C 6-(2-chloro-5-methylbenzamido)pyridine-3-carboxylic acid